C(C)OC1=CC(=NC=C1C#N)C(C)N1C(C2=CC(=CC(=C2CC1)B1OC(C(O1)(C)C)(C)C)CN1C(=NC=C1)C)=O 4-Ethoxy-6-(1-(7-((2-methyl-1H-imidazol-1-yl)methyl)-1-oxo-5-(4,4,5,5-tetramethyl-1,3,2-dioxaborolan-2-yl)-3,4-dihydroisoquinolin-2(1H)-yl)ethyl)nicotinonitrile